C1(=CC=CS1)C(=O)CC(=O)C(Cl)(Cl)Cl thenoyl-trichloroacetone